2-((1R,5R)-1,5-dimethyl-4-methylenecyclopent-2-en-1-yl)ethyl acetate C(C)(=O)OCC[C@@]1(C=CC([C@H]1C)=C)C